ClC1=CC=C(C=C1)C1=C(CC(CC1)(C)C)CN1C[C@@H](N(CC1)C1=CC=C(C(=O)O)C=C1)CCO (S)-4-(4-((4'-chloro-4,4-dimethyl-3,4,5,6-tetrahydro-[1,1'-biphenyl]-2-yl)methyl)-2-(2-hydroxyethyl)piperazin-1-yl)benzoic acid